3-(Tripropoxysilyl)propyl 2-methyl-2-propenoate CC(C(=O)OCCC[Si](OCCC)(OCCC)OCCC)=C